2-(chloromethyl)-6-methylpyridine ClCC1=NC(=CC=C1)C